O=C1NC(CCC1N1C(C2=CC=CC(=C2C1=O)OCC(=O)NCCCCC(=O)O)=O)=O 5-(2-((2-(2,6-dioxopiperidin-3-yl)-1,3-dioxoisoindolin-4-yl)oxy)acetamido)pentanoic acid